C1=CC=CC=2C3=CC=CC=C3C(C12)COC(=O)N[C@@H](CCC(NCCOCCOCC(NCCOCCOCC(=O)OCC1=CC=CC=C1)=O)=O)C(=O)OC(C)(C)C (S)-1-Benzyl 23-tert-butyl 22-(((9H-fluoren-9-yl)methoxy)carbonylamino)-10,19-dioxo-3,6,12,15-tetraoxa-9,18-diazatricosane-1,23-dioate